CC1=NC=CC=C1C1=CC=NN1 2-methyl-3-(1H-pyrazol-5-yl)pyridine